CC(=CCC/C(=C/CC/C(=C/CC/C=C(\C)/CC/C=C(\C)/CC[C@H]1C(O1)(C)C)/C)/C)C (S)-2,3-Oxidosqualene